FCCCN1CC(C1)NC1=CC=C(C=C1)[C@H]1[C@@H](N(CC=2C3=C(C=CC12)NN=C3)C)CC(C)C 1-(3-fluoropropyl)-N-(4-((6R,7S)-7-isobutyl-8-methyl-6,7,8,9-tetrahydro-3H-pyrazolo[3,4-h]isoquinolin-6-yl)phenyl)azetidin-3-amine